6-(Methoxycarbonyl)-1,4-diazepinediium Dichloride [Cl-].[Cl-].COC(=O)C=1C=[NH+]C=C[NH2+]C1